O=P12OP3(=O)OP(=O)(O1)OP(=O)(O2)O3 Phosphoric Acid Anhydride